O=C1N(CCCC1)C=1N=CC2=C(N1)SC(=N2)NC(OC(C)(C)C)=O tert-butyl N-[5-(2-oxopiperidin-1-yl)-[1,3]thiazolo[5,4-d]pyrimidin-2-yl]carbamate